CC(C(=O)O)(C)C1=CC=C(C=C1)NC=1SC=C(N1)C(F)(F)F 2-methyl-2-(4-{[4-(trifluoromethyl)-1,3-thiazol-2-yl]amino}phenyl)propanoic acid